(R)-8-Methyl-3-(3-methyl-1,2,4-thiadiazol-5-yl)-5,6-dihydroimidazo[1,5-a]pyrazine-7(8H)-Carboxylic acid tert-butyl ester C(C)(C)(C)OC(=O)N1[C@@H](C=2N(CC1)C(=NC2)C2=NC(=NS2)C)C